(E)-3-(1-methylpyrazol-4-yl)ethynylaniline CN1N=CC(=C1)C#CC=1C=C(N)C=CC1